N1CC(C1)CN1CCC(CC1)N1CCC(CC1)[C@@H]1CCNC=2N1N=C(C2C(=O)N)C2=CC=C(C=C2)OC2=CC=CC=C2 (S)-7-(1'-(azetidin-3-ylmethyl)-[1,4'-bipiperidin]-4-yl)-2-(4-phenoxyphenyl)-4,5,6,7-tetrahydropyrazolo[1,5-a]pyrimidine-3-carboxamide